2,4-difluoro-1H-imidazole-5-carboxylic acid FC=1NC(=C(N1)F)C(=O)O